(±)-N-(1-Methyl-2-oxo-8-(7-oxa-2-azaspiro[3.5]nonan-2-yl)-2,3,4,5-tetrahydro-1H-benzo[b]azepin-3-yl)-4-phenoxypicolinamid CN1C2=C(CC[C@H](C1=O)NC(C1=NC=CC(=C1)OC1=CC=CC=C1)=O)C=CC(=C2)N2CC1(C2)CCOCC1 |r|